(3R)-N-(2-((4-tert-butyl-3-fluorophenyl)amino)-1-(1-methyl-1H-indol-5-yl)-2-oxoethyl)-5-oxopyrrolidine-3-carboxamide C(C)(C)(C)C1=C(C=C(C=C1)NC(C(C=1C=C2C=CN(C2=CC1)C)NC(=O)[C@H]1CNC(C1)=O)=O)F